1-(4-(benzyloxy)phenyl)-2-bromoethan-1-one C(C1=CC=CC=C1)OC1=CC=C(C=C1)C(CBr)=O